C12(CNCC2C1)C#CC1=C(C=C2C(=NC=NC2=C1)NC1=CC(=C(C=C1)OC1=CC=2N(C=C1)N=CN2)C)[N+](=O)[O-] 7-[2-(3-azabicyclo[3.1.0]hexane-1-yl)ethynyl]-N-[3-methyl-4-([1,2,4]triazolo[1,5-a]pyridin-7-yloxy)phenyl]-6-nitro-quinazolin-4-amine